N-(2-fluoroethyl)-3-((S)-2-hydroxy-3-((R)-8-(quinolin-3-ylsulfonyl)-1-oxa-8-azaspiro[4.5]decan-3-ylamino)propoxy)benzenesulfonamide FCCNS(=O)(=O)C1=CC(=CC=C1)OC[C@H](CN[C@H]1COC2(C1)CCN(CC2)S(=O)(=O)C=2C=NC1=CC=CC=C1C2)O